FC1=C(C=CC(=C1F)OC[C@@H]1OCCC1)NC=1C2=C(N=CN1)C=CC(=N2)O[C@@H]2CN(CC2)C(=O)OC(C)(C)C tert-Butyl (S)-3-((4-((2,3-difluoro-4-(((R)-tetrahydrofuran-2-yl)methoxy)phenyl)amino)pyrido[3,2-d]pyrimidin-6-yl)oxy)pyrrolidine-1-carboxylate